N-(4-(4-chlorophenyl)piperidin-4-yl)-4-isopropoxybenzenesulfonamide ClC1=CC=C(C=C1)C1(CCNCC1)NS(=O)(=O)C1=CC=C(C=C1)OC(C)C